ClC1=NC=C(C(=N1)NCC1=CC2=C(C=3N(C(CC2)C)C=C(N3)C(F)(F)F)C=C1)[N+](=O)[O-] 2-chloro-N-((5-methyl-2-(trifluoromethyl)-6,7-dihydro-5H-benzo[c]imidazo[1,2-a]azepin-9-yl)methyl)-5-nitropyrimidin-4-amine